FC(OC1=C(C=C(C=C1)S(=O)(=O)C1CN(CC1)C(C)=O)N1N=C(C=2C=NC(=CC21)C=2C=NN1C2N=CC=C1)C)F 1-(3-((4-(difluoromethoxy)-3-(3-methyl-6-(pyrazolo[1,5-a]pyrimidin-3-yl)-1H-pyrazolo[4,3-c]pyridin-1-yl)phenyl)sulfonyl)pyrrolidin-1-yl)ethan-1-one